C(C1=CC=CC=C1)C1(CC(=NO1)CNC(=O)C1=NC=C(N=C1)C)C(=O)N[C@@H](CC(C)C)B(O)O ((1R)-1-(5-benzyl-3-((5-methylpyrazine-2-carboxamido)methyl)-4,5-dihydroisoxazole-5-carboxamido)-3-Methylbutyl)boronic acid